C(#N)C1=C(C=CC(=C1C)C)C1=C(C=NN1C)C1=CC=C2C(NN=C(C2=C1)CNC(OC(C)(C)C)=O)=O tert-butyl N-[[7-[5-(2-cyano-3,4-dimethyl-phenyl)-1-methyl-pyrazol-4-yl]-4-oxo-3H-phthalazin-1-yl]methyl]carbamate